[C@H]12NC[C@H]([C@@H]1N1C(=CC=3C(=NC=4C(=C(C(=CC4C31)CCC#N)C3=C(C(=CC=C3)Cl)Cl)F)C)[C@@H](C)NS(=O)(=O)C3CC3)C2 N-((1R)-1-(1-((1R,4R,5S)-2-azabicyclo[2.1.1]hexan-5-yl)-8-(2-cyanoethyl)-7-(2,3-dichlorophenyl)-6-fluoro-4-methyl-1H-pyrrolo[3,2-c]quinolin-2-yl)ethyl)cyclopropanesulfonamide